C(CCCCCCCCCCCCCC(=O)N)CCCCCCCCCCCCCC(=O)N methylenebis(myristamide)